NC1=C(C=C(C=C1)C(C)=O)C#CC(CC)O 1-(4-amino-3-(3-hydroxy-1-pentyn-1-yl)phenyl)ethanone